N-[4-(phenylmethoxy)-2-fluorophenyl]-2-chloro-5-nitropyrimidin-4-amine C1(=CC=CC=C1)COC1=CC(=C(C=C1)NC1=NC(=NC=C1[N+](=O)[O-])Cl)F